2-{2-[(1H-1,3-Benzodiazol-2-ylmethyl)amino]ethyl}-N-{[2-(4-methylpiperazin-1-yl)phenyl]methyl}-1,3-thiazole-4-carboxamide N1C(=NC2=C1C=CC=C2)CNCCC=2SC=C(N2)C(=O)NCC2=C(C=CC=C2)N2CCN(CC2)C